N-(3-(4-Benzamidophenyl)-1-methyl-1H-pyrazol-5-yl)-3-ethynylbenzamide C(C1=CC=CC=C1)(=O)NC1=CC=C(C=C1)C1=NN(C(=C1)NC(C1=CC(=CC=C1)C#C)=O)C